CC1=NC2=C(N1)C=C(C=C2C(=O)O)C2=CC=C(C=C2)C2=C(C=CC=C2)CNCCCN2CCOCC2 2-methyl-6-(2'-(((3-morpholinopropyl)amino)methyl)-[1,1'-biphenyl]-4-yl)-1H-benzo[d]imidazole-4-carboxylic acid